tert-butyl 4-[5-fluoro-2-(4-fluorotetrahydropyran-4-yl)-3-pyridyl]piperazine-1-carboxylate FC=1C=C(C(=NC1)C1(CCOCC1)F)N1CCN(CC1)C(=O)OC(C)(C)C